C(C)OC(=O)C=1C(=NC(=NC1C)C1=C(C=C(C=C1)C(C)(C)C)CO)N 4-amino-2-(4-(tert-butyl)-2-(hydroxymethyl)phenyl)-6-methylpyrimidine-5-carboxylic acid ethyl ester